FC1=CC=C(C=C1)C1(CC(C1)=O)C(=O)O 1-(4-fluorophenyl)-3-oxocyclobutane-1-carboxylic acid